4-bromo-5-methylindoline-2,3-dione BrC1=C2C(C(NC2=CC=C1C)=O)=O